9-methoxy-N,2-dimethyl-8-[3-(pyrrolidin-1-yl)propoxy]-1H,2H,3H,4H-benzo[h]1,6-naphthyridin-5-amine formate C(=O)O.COC1=CC2=C(N=C(C=3CCC(NC23)C)NC)C=C1OCCCN1CCCC1